4,4'-dihydroxy-3,3'-dimethyl-1,1-biphenyl OC1=C(C=C(C=C1)C1=CC(=C(C=C1)O)C)C